C(C)N(C(N[C@H](C(=O)O)CCN(CCCCC1=NC=2NCCCC2C=C1)CCOC1=CC=C(C=C1)F)=O)CC (S)-2-(3,3-diethylureido)-4-((2-(4-fluorophenoxy)ethyl)(4-(5,6,7,8-tetrahydro-1,8-naphthyridin-2-yl)butyl)amino)butanoic acid